FC(C(C(=C(C(F)(F)F)F)F)(C(F)(F)F)F)F octafluoro-4-(trifluoromethyl)pent-2-en